CC1=NC(=CC(=C1)NC(/C=C/C(=O)OCC)=O)C (E)-ethyl 4-((2,6-dimethylpyridin-4-yl)amino)-4-oxobut-2-enoate